ethyl 7-(2-methylsulfonylethoxymethyl)imidazo[1,2-a]pyridine-3-carboxylate CS(=O)(=O)CCOCC1=CC=2N(C=C1)C(=CN2)C(=O)OCC